methyl para-toluenesulfinate CC1=CC=C(C=C1)S(=O)OC